4-((6-benzyl-8-ethyl-5,6,7,8-tetrahydro-1,6-naphthyridin-2-yl)oxy)piperidine-1-carboxylic acid C(C1=CC=CC=C1)N1CC=2C=CC(=NC2C(C1)CC)OC1CCN(CC1)C(=O)O